(2-amino-3-(3-((6-(oxetan-3-ylmethoxy)pyridin-3-yl)methyl)isoxazol-5-yl)pyridin-1-ium-1-yl)methyl hydrogen phosphate P(=O)(OC[N+]1=C(C(=CC=C1)C1=CC(=NO1)CC=1C=NC(=CC1)OCC1COC1)N)(O)[O-]